ClC1=CC=C2C=C(NC2=C1)C(=O)N[C@H](C(=O)N[C@H](C(=O)OC)C[C@H]1C(NCCC1)=O)CC(C)(C)C methyl (2S)-2-[[(2S)-2-[(6-chloro-1H-indole-2-carbonyl)amino]-4,4-dimethyl-pentanoyl]amino]-3-[(3S)-2-oxo-3-piperidyl]propanoate